ClC1=CC(=C(C=N1)C=1C=NN(C1)CC(C)(O)C)C1CC1 1-(4-(6-chloro-4-cyclopropylpyridin-3-yl)-1H-pyrazol-1-yl)-2-methylpropan-2-ol